perfluorobutanesultone FC1(C(C(C(OS1(=O)=O)(F)F)(F)F)(F)F)F